(S)-5-bromo-3-(2-(2-ethoxy-2-oxoethyl)phenoxy)-2,3-dihydrospiro[indene-1,4'-piperidine]-1'-carboxylic acid tert-butyl ester C(C)(C)(C)OC(=O)N1CCC2(CC1)C[C@@H](C1=CC(=CC=C12)Br)OC1=C(C=CC=C1)CC(=O)OCC